C(C(=C)C)(=O)OCCOC(NCC(CC(CCNC(OCCOC(C(=C)C)=O)=O)C)(C)C)=O 7,7,9-trimethyl-3,14-dioxa-4,13-dioxo-5,12-diazahexadecan-1,16-diol dimethacrylate